dibromoaminobenzaldehyde BrN(Br)C1=C(C=O)C=CC=C1